N1CCC(CC1)C=1SC2=C(N1)C=C(C=C2)[C@@H]2N(C[C@H](CC2)C)S(=O)(=O)C2=CC=C(C=C2)C 2-(4-piperidyl)-5-[(2R,5S)-5-methyl-1-(p-tolylsulfonyl)-2-piperidyl]-1,3-benzothiazole